O1CC(C1)N1CC(CCC1)N (oxetan-3-yl)piperidin-3-amine